OCC1=C(SC=C1)C=O 3-(hydroxymethyl)thiophene-2-aldehyde